ClC1=C(C=CC=C1)[C@@H](CC(=O)OCC)NS(=O)(=O)C1=CC=C(C=C1)OC(F)(F)F ethyl (R)-3-(2-chlorophenyl)-3-((4-(trifluoromethoxy)phenyl)sulfonamido)propanoate